5-(3,4-dimethylphenyl)-1-oxido-pyridin-1-ium-2-carboxylic acid CC=1C=C(C=CC1C)C=1C=CC(=[N+](C1)[O-])C(=O)O